benzyl ((3aR,5s,6aS)-2-((4-(difluoromethoxy)phenyl)sulfonyl)octahydrocyclopenta[c]pyrrol-5-yl)((tetrahydro-2H-pyran-4-yl)methyl)carbamate FC(OC1=CC=C(C=C1)S(=O)(=O)N1C[C@@H]2[C@H](C1)CC(C2)N(C(OCC2=CC=CC=C2)=O)CC2CCOCC2)F